5,10-bis[4-(3-hydroxypropyldimethylammonio)butyl]-5,10-dihydrophenazine bis(hexafluorophosphate) F[P-](F)(F)(F)(F)F.F[P-](F)(F)(F)(F)F.OCCC[N+](CCCCN1C=2C=CC=CC2N(C2=CC=CC=C12)CCCC[N+](C)(C)CCCO)(C)C